4-chloro-3-(4-fluorophenyl)-5-(methoxycarbonyl)-2-methylpyridine 1-oxide ClC1=C(C(=[N+](C=C1C(=O)OC)[O-])C)C1=CC=C(C=C1)F